IC1=CC=C(COC(C2=CC=C(C(=C2)C(F)(F)F)C=CC=2C(=C(C=CC2)C2=CC=CC=C2)C)C2(NCCCC2)C(=O)O)C=C1 2-((4-Iodobenzyloxy)-4-(2-(2-methyl-[1,1'-biphenyl]-3-yl)ethenyl)-5-(Trifluoromethyl)benzyl)piperidine-2-carboxylic acid